ClC=1C=C(NC2(CCC3(C(=CC4=CC=CC=C34)C3=CC(=CC=C3)OC(F)(F)F)CC2)C(=O)O)C=CC1 (1s,4s)-4-(3-chloroanilino)-2'-[3-(trifluoromethoxy)phenyl]spiro[cyclohexane-1,1'-indene]-4-carboxylic acid